4,5,6,7-tetrahydropyrazolo[1,5-a]pyrazine-2-carboxylic acid ethyl ester hydrochloride Cl.C(C)OC(=O)C1=NN2C(CNCC2)=C1